OC(=O)C(F)(F)F.ClC=1C(=C(C=CC1)C(CC=C)N(CCN)C1CC1)F N'-[1-(3-chloro-2-fluoro-phenyl)but-3-enyl]-N'-cyclopropyl-ethane-1,2-diamine TFA salt